FC1=C(C(=CC=C1)F)NC(C#N)(C)C 2-((2,6-Difluorophenyl)amino)-2-methylpropanenitrile